tert-butyl 4-((((benzyloxy) carbonyl)-L-alanyl) oxy)-3,3-difluoropiperidine-1-carboxylate C(C1=CC=CC=C1)OC(=O)N[C@@H](C)C(=O)OC1C(CN(CC1)C(=O)OC(C)(C)C)(F)F